C(C)(C)(C)OC(=O)N1CC(C(C1)CN(C(CO)=O)[C@H](C(C)(C)C)C=1N(C=C(N1)C1=C(C=CC(=C1)F)F)CC1=CC=CC=C1)CN tert-Butyl-3-(aminomethyl)-4-{[{(1R)-1-[1-benzyl-4-(2,5-difluorophenyl)-1H-imidazol-2-yl]-2,2-dimethylpropyl}(glycoloyl)amino]methyl}pyrrolidin-1-carboxylat